NC(=N)NCCC[C@H](C(=O)O)NC(C)C(=O)O (R)-octopine